C1CC12CCN(CC2)C2=C(C=O)C=CC(=C2)[N+](=O)[O-] 2-{6-azaspiro[2.5]octan-6-yl}-4-nitrobenzaldehyde